CC1CO1 2,3-Epoxypropan